methyl-iminodiacetic acid borate B(O)(O)O.CC(C(=O)O)NCC(=O)O